CC(COC(NC1=C(C=C(C(=C1)C1=NN(C(=C1Cl)SC)C)Cl)Cl)=O)=C [2,4-dichloro-5-[4-chloro-1-methyl-5-(methylthio)-1H-pyrazol-3-yl]phenyl]-carbamic acid 2-methyl-2-propenyl ester